[Fe].[Mn].[Al].[Zn].[Cu] copper-zinc-aluminum-manganese-iron